(2s,4s)-8-(5-chloro-3-fluoropyridin-2-yl)-5-(4-chlorobenzyl)-N-methyl-6,9-dioxo-5,8-diazaspiro[3.5]nonane-2-carboxamide ClC=1C=C(C(=NC1)N1CC(N(C2(CC(C2)C(=O)NC)C1=O)CC1=CC=C(C=C1)Cl)=O)F